NC1=C(C2=C(N=C(N=C2)N2CCNCC2)N1C1=C(C(=CC=C1C)O)C)C(=O)N 6-amino-7-(3-hydroxy-2,6-dimethylphenyl)-2-(piperazin-1-yl)-7H-pyrrolo[2,3-d]pyrimidine-5-carboxamide